NC1=NC2=CC(=CC=C2C=C1Br)/C=C/[C@@]1([C@H]([C@H]([C@@H](C1)N1CCC2=C1N=CN=C2N)O)O)C (1S,2R,3R,5R)-3-((E)-2-(2-amino-3-bromoquinolin-7-yl)vinyl)-5-(4-amino-5,6-Dihydro-7H-pyrrolo[2,3-d]pyrimidin-7-yl)-3-methylcyclopentane-1,2-diol